tert-butyl 4-(2-((1-(3-amino-6-(2-hydroxyphenyl)pyridazin-4-yl)-4-phenylpiperidin-4-yl)amino)-2-oxoethyl)piperidine-1-carboxylate NC=1N=NC(=CC1N1CCC(CC1)(C1=CC=CC=C1)NC(CC1CCN(CC1)C(=O)OC(C)(C)C)=O)C1=C(C=CC=C1)O